1-(Propan-2-yl)-1H-pyrazole-4-carbohydrazide Ethyl-1-(propan-2-yl)-1H-pyrazole-4-carboxylate C(C)OC(=O)C=1C=NN(C1)C(C)C.CC(C)N1N=CC(=C1)C(=O)NN